7-Methoxy-3-oxo-2,3-dihydro-1,2-benzoisothiazole 1,1-dioxide COC1=CC=CC=2C(NS(C21)(=O)=O)=O